1-(1-(1,4-dioxane-2-carbonyl)piperidin-4-yl)-4-chloro-N-(3-fluoro-5-(phenylethynyl)pyridin-2-yl)-1H-pyrazole-5-carboxamide O1C(COCC1)C(=O)N1CCC(CC1)N1N=CC(=C1C(=O)NC1=NC=C(C=C1F)C#CC1=CC=CC=C1)Cl